C1(=CC=C(C=C1)C(C=CC1=CC(=C(C=C1)O)OC)=O)C1=CC=CC=C1 1-([1,1'-biphenyl]-4-yl)-3-(4-hydroxy-3-methoxyphenyl)prop-2-en-1-one